(R)-(2-(benzofuran-3-yl)-1-(2-oxo-2-(pyrazin-2-ylamino)acetylamino)ethyl)boronic acid O1C=C(C2=C1C=CC=C2)C[C@H](NC(C(NC2=NC=CN=C2)=O)=O)B(O)O